BrC=1C(=C(C=CC1)CN1C(CN(CC1)C(=O)OC(C)(C)C)=O)C(F)(F)F Tert-Butyl 4-[[3-bromo-2-(trifluoromethyl)phenyl]methyl]-3-oxopiperazine-1-carboxylate